FC1=CC=C(C=2C=CN(C(C12)=O)C)C=O 8-Fluoro-2-methyl-1-oxo-1,2-dihydroisoquinoline-5-carbaldehyde